[(7S,9aR)-7-(4-chlorophenyl)-7-hydroxy-3,4,6,8,9,9a-hexahydro-1H-pyrido[1,2-a]pyrazin-2-yl]-[2-chloro-3-(3-fluoro-1H-pyrazol-4-yl)phenyl]methanone ClC1=CC=C(C=C1)[C@]1(CC[C@H]2N(CCN(C2)C(=O)C2=C(C(=CC=C2)C=2C(=NNC2)F)Cl)C1)O